N1N=CC2=CC=C(C=C12)C=1C2=C(NN1)C1=C(C2)SC(=C1)C1=CC=C(CN2CCOCC2)C=C1 4-(4-(3-(1H-indazol-6-yl)-1,4-dihydrothieno[2',3':4,5]cyclopenta[1,2-c]pyrazol-6-yl)benzyl)morpholine